ethyl 2-(cyclobutoxy)-4H-pyrrolo[2,3-d]thiazole-5-carboxylate Ethyl-(Z)-2-azido-3-[2-(cyclobutoxy)thiazol-5-yl]prop-2-enoate C(C)OC(/C(=C/C1=CN=C(S1)OC1CCC1)/N=[N+]=[N-])=O.C1(CCC1)OC=1SC2=C(N1)NC(=C2)C(=O)OCC